methyl 4-bromo-1-(2-fluoroethyl)indole-3-carboxylate BrC1=C2C(=CN(C2=CC=C1)CCF)C(=O)OC